CP(=O)(C)C1=C(C=CC=C1)C1=C(C(OC(=C1)C(=O)NC=1SC(=NN1)N1N=CC=C1C)=O)OC 4-(2-(dimethylphosphoryl)phenyl)-3-methoxy-N-(5-(5-methyl-1H-pyrazol-1-yl)-1,3,4-thiadiazol-2-yl)-2-oxo-2H-pyran-6-carboxamide